NC=1C2=C(N=CN1)N(C=C2C=C)[C@H]2[C@@H]([C@@H]([C@H](C2)CNCCCNCCC2=CC(=CC=C2)OC2=CC=CC=C2)O)O (1R,2S,3R,5R)-3-{4-Amino-5-ethenylpyrrolo[2,3-d]pyrimidin-7-yl}-5-{[(3-{[2-(3-phenoxyphenyl)ethyl]amino}propyl)amino]methyl}cyclopentane-1,2-diol